C(C1=CC=CC=C1)N(P(C1=C(C=CC=C1)OC(F)(F)F)C1=CC=C(C=C1)[Si](CCCC)(CCCC)CCCC)P(C1=CC=C(C=C1)[Si](CCCC)(CCCC)CCCC)C1=CC=C(C=C1)[Si](CCCC)(CCCC)CCCC N-benzyl-N-(bis(4-(tributylsilyl)phenyl)phosphaneyl)-1-(4-(tributylsilyl)phenyl)-1-(2-(trifluoromethoxy)phenyl)phosphanamine